FC=1C=2OCC(N3C=C(C(C(=CC1F)C32)=O)CN[C@@H]3CN(CCC3)C(=O)OC(C)(C)C)C tert-butyl (3S)-3-[(6,7-difluoro-2-methyl-10-oxo-4-oxa-1-azatricyclo[7.3.1.05,13]trideca-5(13),6,8,11-tetraen-11-yl)methylamino]piperidine-1-carboxylate